[1,2,4-triazolo[1,5-c]pyrimidin-8-yl] heptanoate C(CCCCCC)(=O)OC=1C=2N(C=NC1)N=CN2